methyl-2-pentenenitrile CC(C#N)=CCC